sodium hydrate O.[Na]